N1(CCN(CC1)CCS(=O)(=O)[O-])CCS(=O)(=O)[O-].[Na+].[Na+] sodium piperazine-1,4-diethanesulfonate